N-(6-(5-chloro-7-(2-ethoxypropan-2-yl)-6-fluoro-1H-indazol-4-yl)imidazo[1,2-a]pyrazin-2-yl)-2-fluorocyclopropane-1-carboxamide ClC=1C(=C2C=NNC2=C(C1F)C(C)(C)OCC)C=1N=CC=2N(C1)C=C(N2)NC(=O)C2C(C2)F